[Cl-].COC[P+](C1=CC=CC=C1)(C1=CC=CC=C1)C1=CC=CC=C1 (Methoxymethyl)tri-phenylphosphonium chloride